C(C)(C)(C)OC(=O)N1C=CC2=CC=C(C=C12)CC#C[Si](C)(C)C 6-(3-(trimethylsilyl)prop-2-yn-1-yl)-1H-indole-1-carboxylic acid tert-butyl ester